1-(2-methylpentyl)-4-(3-(methylsulfonyl)phenyl)piperidine CC(CN1CCC(CC1)C1=CC(=CC=C1)S(=O)(=O)C)CCC